4-amino-2-((4-morpholinophenyl)amino)pyrido[3,4-d]pyrimidin NC=1C2=C(N=C(N1)NC1=CC=C(C=C1)N1CCOCC1)C=NC=C2